N[C@@H]([C@@H](O)C)C(=O)O Allo-Threonin